5-chloro-3-[(2-hydroxy-6-oxo-1-cyclohexen-1-yl)carbonyl]-1-(4-methoxyphenyl)-2(1H)quinoxalinone ClC1=C2N=C(C(N(C2=CC=C1)C1=CC=C(C=C1)OC)=O)C(=O)C1=C(CCCC1=O)O